(3-Phenoxyphenyl)-4-phenylpyrrolidine-3-carboxamide dihydrochloride Cl.Cl.O(C1=CC=CC=C1)C=1C=C(C=CC1)N1CC(C(C1)C1=CC=CC=C1)C(=O)N